Tetrakis(1,2,2,6,6-pentamethyl-4-pyridyl)butane-1,2,3,4-tetracarboxylate CN1C(CC(=CC1(C)C)OC(=O)CC(C(CC(=O)OC=1CC(N(C(C1)(C)C)C)(C)C)C(=O)OC=1CC(N(C(C1)(C)C)C)(C)C)C(=O)OC=1CC(N(C(C1)(C)C)C)(C)C)(C)C